N[C@H](C(=O)N[C@@H]1C[C@@](NC1)(C(=O)O)CCCCB(O)O)C(C)C (2R,4R)-4-((S)-2-amino-3-methylbutanamido)-2-(4-boronobutyl)pyrrolidine-2-carboxylic acid